ClC=1C=C2C=C(NC2=C(C1F)F)C(=O)N[C@H]1CNC[C@@H]1C 5-Chloro-6,7-difluoro-N-((3R,4S)-4-methylpyrrolidin-3-yl)-1H-indole-2-carboxamide